8-bromo-N-((R)-1-phenylethyl)-1,2,3,4-tetrahydrodibenzo[b,d]furan-4-amine BrC=1C=CC2=C(C3=C(O2)C(CCC3)N[C@H](C)C3=CC=CC=C3)C1